[CH2-]C(=O)C R-acetonide